OCCC(CCCCC(=O)OCC)=O ethyl 8-hydroxy-6-oxooctanoate